5-[(1S)-1-amino-2-(6-fluoro-2,3-dimethyl-phenyl)propyl]-3H-1,3,4-oxadiazol-2-one N[C@@H](C(C)C1=C(C(=CC=C1F)C)C)C1=NNC(O1)=O